OC=1C=C2C(NC(C2=CC1)=O)C1=C(NC2=CC=CC=C12)CNCC1=CC=C2C=CN(C2=C1)CC1=CC=C(C=C1)O 5-hydroxy-3-(2-{[({1-[(4-hydroxyphenyl)methyl]-1H-indol-6-yl}methyl)amino]-methyl}-1H-indol-3-yl)-2,3-dihydro-1H-isoindol-1-one